FC=1C(=CC(=C(C(=O)OC)C1)NC1=C(C=C(C=C1)OC(F)(F)F)C=O)C(F)(F)F Methyl 5-fluoro-2-((2-formyl-4-(trifluoromethoxy)phenyl)amino)-4-(trifluoro-methyl)benzoate